BrC=1C(=C(C=CC1)NC(=O)C1=NN2C(C(CCC2)Cl)=C1)C N-(3-bromo-2-methylphenyl)-4-chloro-4,5,6,7-tetrahydropyrazolo[1,5-a]pyridine-2-carboxamide